8-chlorocaprylate ClCCCCCCCC(=O)[O-]